4-(2-Furanyl)-1,4-dihydro-2,6-dimethyl-5-nitro-3-pyridinecarboxylic acid, {4-[4-(2-pyrimidinyl)-1-piperazinyl]butyl} ester O1C(=CC=C1)C1C(=C(NC(=C1[N+](=O)[O-])C)C)C(=O)OCCCCN1CCN(CC1)C1=NC=CC=N1